C1(=CC=CC=C1)N1CCN(CC1)S(=O)(=O)C1=CC=C(C=C1)NC(C)=O N-(4-((4-phenylpiperazin-1-yl)sulphonyl)phenyl)acetamide